C1(CC1)NC1=NC=2N(C(C(=NC2C=N1)C1=CC2=CN(N=C2C=C1)CC(=O)N(C)C)=O)C1=CC=C(C=C1)OC(F)F 2-(5-(2-(cyclopropylamino)-8-(4-(difluoromethoxy)phenyl)-7-oxo-7,8-dihydropteridine-6-yl)-2H-indazol-2-yl)-N,N-dimethylacetamide